O=C1NC(CCC1N1C(C2=CC=CC(=C2C1=O)O)=O)=O 2-(2,6-dioxo-piperidin-3-yl)-4-hydroxyisoindoline-1,3-dione